C1CCC2=C(C=CC=C12)NC(=O)N=S(=O)(N)C=1C=NN2C1OCC(C2)(C)C N'-((2,3-dihydro-1H-inden-4-yl)carbamoyl)-6,6-dimethyl-6,7-dihydro-5H-pyrazolo[5,1-b][1,3]oxazine-3-sulfonimidamide